FC1=CC(=C(C=C1)C=CC(=O)C1=CC(=C(C(=C1)OC)OC)OC)O 3-(4-Fluoro-2-hydroxyphenyl)-1-(3,4,5-trimethoxyphenyl)prop-2-en-1-one